C1=C(C=CC=2OC3=C(C21)C=CC=C3)OCC=3N=C(SC3)C=3OC=CC3 4-[(Dibenzo[b,d]furan-2-yloxy)methyl]-2-(2-furyl)-1,3-thiazole